C(C)(C)(C)N[C@H]1CN(CC1)C(=O)OCC1=CC=CC=C1 benzyl (3R)-3-(tert-butylamino)pyrrolidine-1-carboxylate